2-(4-Nitro-2-(6-azaspiro[2.5]oct-6-yl)phenyl)-5-(7-(3-(trifluoromethyl)pyrrolidin-1-yl)pyrazolo[1,5-a]pyridin-5-yl)-1,3,4-oxadiazole [N+](=O)([O-])C1=CC(=C(C=C1)C=1OC(=NN1)C1=CC=2N(C(=C1)N1CC(CC1)C(F)(F)F)N=CC2)N2CCC1(CC1)CC2